ClC1=NC(=C2C(=N1)N(N=C2)[C@H]2[C@@H]([C@@H]([C@H](O2)COCP(O)(O)=O)O)O)N[C@@H]2[C@@H](CCC2)C ((((2R,3S,4R,5R)-5-(6-chloro-4-(((1S,2R)-2-methylcyclopentyl)amino)-1H-pyrazolo[3,4-d]pyrimidin-1-yl)-3,4-dihydroxytetrahydrofuran-2-yl)methoxy)methyl)phosphonic acid